bis-(hydroxymethyl)-cyclohexane OCC1(CCCCC1)CO